(S)-(-)-α-amino-γ-butyrolactone hydrochloride C1COC(=O)[C@H]1N.Cl